isobutyl-1,1,3,3,3-penta-ethoxy-1,3-disilapropane Chloride [Cl-].C(C(C)C)[Si](C[Si](OCC)(OCC)OCC)(OCC)OCC